tert-Butyl 3-(1-(2-oxo-2,3-dihydro-1H-pyrrolo[2,3-b]pyridine-5-carbonyl)indolin-6-yl)propanoate O=C1CC=2C(=NC=C(C2)C(=O)N2CCC3=CC=C(C=C23)CCC(=O)OC(C)(C)C)N1